C1(CC1)OC1=C(C=CC=C1)C1=C(C=NC=C1)C1(CC1)NCC=1C=C(C=CC1C)C(CCCN(C([C@H]([C@H]([C@@H]([C@H](CO)O)O)O)O)=O)C1CCS(CC1)(=O)=O)C (2S,3S,4R,5S)-N-(4-{3-[({1-[4-(2-cyclopropoxyphenyl)pyridin-3-yl]cyclopropyl}amino)methyl]-4-methylphenyl}pentyl)-N-(1,1-dioxo-1λ6-thian-4-yl)-2,3,4,5,6-pentahydroxy-hexanamide